C[Si](C)(C)[Si](CC)(CC)CC trimethylsilyl-triethylsilane